BrC1=C(C=NN1C)COC1C[C@H]2COC[C@@H](C1)N2C(=O)OC(C)(C)C ENDO-tertbutyl (1R,5S,7s)-7-((5-bromo-1-methyl-1H-pyrazol-4-yl)methoxy)-3-oxa-9-azabicyclo[3.3.1]nonane-9-carboxylate